[Br-].BrCC[N+](C)(C)C (2-bromoethyl)trimethylammonium bromide